Tert-butyl 4-((7-(N-ethyl-4-fluorobenzamido)-N-((2-(methylamino)pyrimidin-4-yl)methyl)heptanamido)methyl)piperidine-1-carboxylate C(C)N(C(C1=CC=C(C=C1)F)=O)CCCCCCC(=O)N(CC1=NC(=NC=C1)NC)CC1CCN(CC1)C(=O)OC(C)(C)C